The molecule is a disaccharide that is D-galactitol in which the hydroxy group at position 3 has been converted to the corresponding 2-acetamido-2-deoxy-beta-D-glucopyranoside. It is an amino disaccharide and a member of acetamides. It derives from a N-acetyl-beta-D-glucosamine and a galactitol. CC(=O)N[C@@H]1[C@H]([C@@H]([C@H](O[C@H]1O[C@H]([C@H](CO)O)[C@H]([C@@H](CO)O)O)CO)O)O